COC1=CC=C(C=C1)C1=CC=C(C=C1)SC=1N=NNC1 4-((4'-methoxy-[1,1'-biphenyl]-4-yl)thio)-1H-1,2,3-triazole